N-(2-aminoethyl)anthracene-9-formamide NCCNC(=O)C=1C2=CC=CC=C2C=C2C=CC=CC12